(1r,4r)-4-((4-(3-((1r,3r,5s,7r)-3,5-dimethyladamantan-1-yl)ureido)-3-fluorobenzyl)amino)cyclohexane-1-carboxylic acid methyl ester COC(=O)C1CCC(CC1)NCC1=CC(=C(C=C1)NC(=O)NC12C[C@]3(C[C@](CC(C1)C3)(C2)C)C)F